C1(=CC=CC=C1)/C=C/COC(CC1=CC=CC=2N(N=NC21)C(N)CC(CCCC)CC)=O 1-(2-ethylhexyl-aminomethyl)benzotriazoleacetic acid (E)-3-phenylprop-2-en-1-yl ester